C1(CC1)N1CC2C(C1)CN(C2)C2=NC=1N3C=4C=CC=CC4NC3=C(C(C1C=N2)=O)C(=O)O 4-(5-cyclopropyl-1,3,3a,4,6,6a-hexahydropyrrolo[3,4-c]pyrrol-2-yl)-8-oxo-1,3,5,11-tetrazatetracyclo[8.7.0.02,7.012,17]heptadeca-2(7),3,5,9,12(17),13,15-heptaene-9-carboxylic acid